3-(4-(6-amino-5-(((1r,4r)-4-hydroxycyclohexyl)carbamoyl)pyridin-3-yl)phenyl)pyrrolidine-1-carboxylic acid tert-butyl ester C(C)(C)(C)OC(=O)N1CC(CC1)C1=CC=C(C=C1)C=1C=NC(=C(C1)C(NC1CCC(CC1)O)=O)N